C1(CCC1)NC(=O)C1=CN=C2N1N=C(C=C2NC)N2CCC1=C(C=CC=C21)C2=NC=C(C=C2F)C=O N-cyclobutyl-6-[4-(3-fluoro-5-formylpyridin-2-yl)-2,3-dihydroindol-1-yl]-8-(methylamino)imidazo[1,2-b]pyridazine-3-carboxamide